Dioxane-Acetonitrile O1C(COCC1)CC#N